C(C)=C(CCC=CCC(=O)OCC1=CC=CC=C1)C(=O)OCC1=CC=CC=C1 Dibenzyl 7-ethylideneoct-3-enedioate